N'-(3-methyl-2-hydroxybenzylidene)-2-(3-chlorophenoxy)acethydrazide CC=1C(=C(C=NNC(COC2=CC(=CC=C2)Cl)=O)C=CC1)O